N1=C(C=CC=C1)SC1=CC=C(C(=O)OC)C=C1 methyl 4-(2-pyridylsulfanyl)benzoate